O1CCOC2=C1C=CS2 2,3-dihydrothieno-1,4-dioxine